C(CCCC)OC(=O)COC=1C2=CC=CC=C2C(=C2C=CC=CC12)OCC(=O)OCCCCC 9,10-bis(n-pentoxycarbonyl-methyleneoxy)anthracene